4-(1-pyrrolidinyl)-3-penten-2-one N1(CCCC1)C(=CC(C)=O)C